NC1(C(CN(CC1)C1=NC(=C2C(=N1)NN=C2C2=C(C1=C(N(N=C1C=C2)C)Cl)Cl)C#N)F)C2=CC=CC=C2 6-(4-amino-3-fluoro-4-phenylpiperidine-1-yl)-3-(3,4-dichloro-2-methyl-2H-indazol-5-yl)-1H-pyrazolo[3,4-d]pyrimidine-4-carbonitrile